C1NCC12CC(C2)C(C2=C1CN(C(C1=C(C=C2)Cl)=O)C)O 4-[2-azaspiro[3.3]heptan-6-yl(hydroxy)methyl]-7-chloro-2-methyl-isoindolin-1-one